O=S1C2=C(N3C1CNCC3)N=CC(=C2)C(F)(F)F 5-oxido-3-(trifluoromethyl)-5a,6,8,9-tetrahydro-7H-pyrido[2',3':4,5]thiazolo[3,2-a]pyrazin